ClC=1C(=C(C=CC1)NC1=C(C(=O)O)C=CN=C1)OCC1CC1 3-((3-chloro-2-(cyclopropylmethoxy)phenyl)amino)isonicotinic acid